(E)-3-(4-((E)-2-(2-fluorophenyl)-1-(1H-indazol-5-yl)but-1-en-1-yl)phenyl)acrylic acid FC1=C(C=CC=C1)/C(=C(/C=1C=C2C=NNC2=CC1)\C1=CC=C(C=C1)/C=C/C(=O)O)/CC